C1(CCCC1)CC(CC(CC1CCCC1)=O)=O 1,5-dicyclopentyl-2,4-pentanedione